1-(3-(4-(1H-pyrazol-4-yl)-1-(4-(trifluoromethoxy)phenyl)-1H-pyrazolo[3,4-b]pyridin-3-yl)azetidin-1-yl)-2-fluoroprop-2-en-1-one N1N=CC(=C1)C1=C2C(=NC=C1)N(N=C2C2CN(C2)C(C(=C)F)=O)C2=CC=C(C=C2)OC(F)(F)F